4-[[(2s,3s,4r,5s)-3-(3,4-difluoro-2-methoxy-phenyl)-4,5-dimethyl-5-(trifluoromethyl)tetrahydrofuran-2-carbonyl]amino]pyridine-2-carboxamide FC=1C(=C(C=CC1F)[C@H]1[C@H](O[C@@]([C@@H]1C)(C(F)(F)F)C)C(=O)NC1=CC(=NC=C1)C(=O)N)OC